FC1=CC=C(C=C1)C1CCN(CC1)C(=O)C=1N=C(C2=C(N1)OC(=C2)C)NC2(CC2)C [4-(4-fluorophenyl)piperidine-1-carbonyl]-6-methyl-N-(1-methylcyclopropyl)furo[2,3-d]pyrimidin-4-amine